C(C)(C)N1N=CC=2C1=NC(=NC2NC=2N=CN(C2)C2=CC(=C(C(=C2)OC)OC)OC)C=C(C)C isopropyl-6-(2-methylprop-1-en-1-yl)-N-(1-(3,4,5-trimethoxyphenyl)-1H-imidazol-4-yl)-1H-pyrazolo[3,4-d]pyrimidin-4-amine